[Cl-].C(CCCCCC=C)(=O)[O-].C(CCCCCC=C)(=O)[O-].[Al+3] aluminum bis(7-octenoate) monochloride